(6-(3-Aminophenyl)pyridazin-3-yl)-2-((tetrahydro-2H-pyran-4-yl)methyl)octahydrocyclopenta[c]pyrrol-5-amine NC=1C=C(C=CC1)C1=CC=C(N=N1)C1N(CC2C1CC(C2)N)CC2CCOCC2